CC1(OC(C2=CC=C(C=C12)C1=CN=C(S1)NC(=O)C1CCN(CC1)C)=O)C N-(5-(3,3-dimethyl-1-oxo-1,3-dihydroisobenzofuran-5-yl)thiazol-2-yl)-1-methylpiperidine-4-carboxamide